1-(3-cyano-4-fluorophenyl)-5,5-difluoro-4-hydroxy-4,5,6,7-tetrahydro-1H-indole-3-carbonitrile C(#N)C=1C=C(C=CC1F)N1C=C(C=2C(C(CCC12)(F)F)O)C#N